N-((1r,4r)-4-methoxycyclohexyl)-5,6-dihydrobenzo[f]imidazo[1,5-d][1,4]oxazepine-10-carboxamide COC1CCC(CC1)NC(=O)C=1C=CC2=C(C=3N(CCO2)C=NC3)C1